N[C@@H](C(=O)NC1=NC(=C(C=C1)C1=C2C(=NC=C1)NC=C2)C)CC(C)C (2R)-2-Amino-4-methyl-N-[6-methyl-5-(1H-pyrrolo[2,3-b]pyridin-4-yl)-2-pyridyl]pentanamide